6'-bromo-2'-(piperidin-4-yl)-2',3'-dihydro-1'H-spiro[cyclopropane-1,4'-isoquinoline] BrC=1C=C2C3(CN(CC2=CC1)C1CCNCC1)CC3